methyl-vinyl-boron silicon [Si].C[B]C=C